3-(4-((1-(4-benzylpiperazin-1-yl)cyclopropyl)methoxy)-1-oxoisoindolin-2-yl)piperidine C(C1=CC=CC=C1)N1CCN(CC1)C1(CC1)COC1=C2CN(C(C2=CC=C1)=O)C1CNCCC1